9-bromo-8-fluoro-2,3-diiodo-5,6-dihydrobenzo[f]imidazo[1,2-d][1,4]oxaazepine BrC1=C(C2=C(C=3N(CCO2)C(=C(N3)I)I)C=C1)F